CC1(C(C=CC=C1)C(C(=O)C=1SC=C(C1)C)C)N1CCOCC1 2-methyl-2-morpholinophenyl-1-(4-methylthiophenyl)-1-propanone